(5S,8R)-N'-cyano-N-(4,5-dichloro-2-fluorophenyl)-1-fluoro-6,7,8,9-tetrahydro-5H-5,8-epiminocyclohepta[c]pyridine-10-carboximidamide C(#N)N=C(NC1=C(C=C(C(=C1)Cl)Cl)F)N1[C@H]2CC[C@@H]1CC=1C(=NC=CC12)F